BrC1=CC=C(C=N1)C(=O)C1CC1 (6-bromopyridin-3-yl)(cyclopropyl)methanone